C(CCC#C)ONC(OC(C)(C)C)=O tert-Butyl N-(pent-4-yn-1-yloxy)carbamate